(2S)-3-(4-fluorophenyl)sulfonyl-N-[[2-(2,2,2-trifluoroethoxy)-6-[2-(trifluoromethyl)pyrimidin-5-yl]pyrimidin-4-yl]methyl]-3-azabicyclo[2.1.1]hexane-2-carboxamide FC1=CC=C(C=C1)S(=O)(=O)N1[C@@H](C2CC1C2)C(=O)NCC2=NC(=NC(=C2)C=2C=NC(=NC2)C(F)(F)F)OCC(F)(F)F